NC=1C=2N(C3=CC(=C(C=C3N1)F)C(=O)N([C@@H]1COCC3=CC(=CC=C13)C#CC1(COC1)C)C)C=NC2 (S)-4-amino-7-fluoro-N-methyl-N-(7-((3-methyloxetan-3-yl)ethynyl)isochroman-4-yl)imidazo[1,5-a]quinoxaline-8-carboxamide